tert-Butyl N-[[4-[(2,7-dioxoazepan-3-yl)-methylsulfamoyl]phenyl]methyl]carbamate O=C1NC(CCCC1N(S(=O)(=O)C1=CC=C(C=C1)CNC(OC(C)(C)C)=O)C)=O